(1S,3R,4S)-N-((R)-1-cyano-2-((R)-2-oxopyrrolidin-3-yl)ethyl)-2-((R)-3-cyclobutyl-2-(2,2,2-trifluoroacetamido)propanoyl)-5,5-difluoro-2-azabicyclo[2.2.2]octane-3-carboxamide C(#N)[C@@H](C[C@@H]1C(NCC1)=O)NC(=O)[C@@H]1N([C@@H]2CC([C@H]1CC2)(F)F)C([C@@H](CC2CCC2)NC(C(F)(F)F)=O)=O